Z-lactic acid C(C(O)C)(=O)O